O.O.O.C(C)N(C(=S)[S-])CC.[Na+] Sodium diethylcarbamodithioate trihydrate